tert-butyl 3,3-difluoro-4-[4-[3-[(4-methoxyphenyl) methyl]-2,4-dioxo-hexahydropyrimidin-1-yl]-8-isoquinolinyl]-2,6-dihydropyridine-1-carboxylate FC1(CN(CC=C1C=1C=CC=C2C(=CN=CC12)N1C(N(C(CC1)=O)CC1=CC=C(C=C1)OC)=O)C(=O)OC(C)(C)C)F